C(C)C(COC=1C=C(OCCN(C)C)C=C(C1)CCCCCCCCCCCCCCC)CCCC 2-(3-((2-ethylhexyl)oxy)-5-pentadecylphenoxy)-N,N-dimethylethanamine